(N-acetyl)galactosamine C(C)(=O)N[C@H]1C(O)O[C@@H]([C@@H]([C@@H]1O)O)CO